tert-butyl 3-(7-(8-ethyl-7-fluoro-3-(methoxymethoxy) naphthalen-1-yl)-8-fluoro-2-((1-formylcyclopropyl)methoxy)pyrido[4,3-d]pyrimidin-4-yl)-3,8-diazabicyclo[3.2.1]octane-8-carboxylate C(C)C=1C(=CC=C2C=C(C=C(C12)C1=C(C=2N=C(N=C(C2C=N1)N1CC2CCC(C1)N2C(=O)OC(C)(C)C)OCC2(CC2)C=O)F)OCOC)F